[4-({(1R,3R,4S)-3-({[tert-Butyl(dimethyl)silyl]oxy}methyl)-4-[(triisopropylsilyl)oxy]cyclopentyl}amino)pyrimidin-5-yl][5-chloro-4-(hydroxymethyl)-2-thienyl]methanone [Si](C)(C)(C(C)(C)C)OC[C@H]1C[C@H](C[C@@H]1O[Si](C(C)C)(C(C)C)C(C)C)NC1=NC=NC=C1C(=O)C=1SC(=C(C1)CO)Cl